[15N](=O)[O-] [15N]nitrite